O=C1N(C(N(C(N1CCCCCCN=C=O)=O)CCCCCCN=C=O)=O)CCCCCCN=C=O 2,4,6-trioxo-1,3,5-tris(6-isocyanato-hexyl)hexahydro-1,3,5-triazine